(4,4-difluoropiperidin-1-yl)quinoline-6-carbaldehyde FC1(CCN(CC1)C1=NC2=CC=C(C=C2C=C1)C=O)F